5-{2-[(3-exo)-8-azabicyclo[3.2.1]oct-3-yl-(methyl)amino][1,3]thiazolo[5,4-d]pyrimidin-5-yl}-2-methyl-2H-indazole-7-carbonitrile C12CC(CC(CC1)N2)N(C=2SC=1N=C(N=CC1N2)C2=CC1=CN(N=C1C(=C2)C#N)C)C